C1(=CC=CC2=CC=C3C=C4C=CC=CC4=CC3=C12)[SiH](N[SiH2]C)C 3-tetraphenyl-1,3-dimethyldisilazane